C(C)OC(\C=C\C=C\C=1SC(=CN1)N(C)C)=O.C1(CC1)C12CC(C1)(C2)NC(C)=O N-{3-cyclopropylbicyclo[1.1.1]pentan-1-yl}acetamide Ethyl-(2E,4E)-5-(5-(dimethylamino)thiazol-2-yl)penta-2,4-dienoate